NCC1CC(C1)NC1=CC2=CC=C(C=C2C=C1)N1C[C@@H](O[C@@H](C1)C)C N-(3-(aminomethyl)cyclobutyl)-6-((2S,6R)-2,6-dimethylmorpholino)naphthalen-2-amine